BrCC(=O)NCCCCCNC(C=C)=O N-[5-(2-bromoacetyl)aminopentyl]acrylamide